ClC1=C2CCN([C@@H](C2=C(C=C1)OCC=1N=NN(C1)C)CN1C(CCC1)=O)C(=O)[C@H]1N(CCCC1)C(=O)NC (S)-2-((S)-5-chloro-8-((1-methyl-1H-1,2,3-triazol-4-yl)methoxy)-1-((2-oxopyrrolidin-1-yl)methyl)-1,2,3,4-tetrahydroisoquinoline-2-carbonyl)-N-methylpiperidine-1-carboxamide